N(=[N+]=[N-])C1CC2(CC(C2)[C@@H]2N(C[C@H](CC2)C)C(C(=O)NC=2C=C(C(=NC2)NC(OC(C)(C)C)=O)C)=O)C1 |r| rac-tert-butyl (5-(2-((2R,5S)-2-(6-azidospiro[3.3]heptan-2-yl)-5-methylpiperidin-1-yl)-2-oxoacetamido)-3-methylpyridin-2-yl)carbamate